3-(dimethylphosphoryl)-1H-indole-1-carboxylic acid tert-butyl ester C(C)(C)(C)OC(=O)N1C=C(C2=CC=CC=C12)P(=O)(C)C